6E-N-isobutyl-amide C(C(C)C)[NH-]